N-[(1S)-2-hydroxy-1-[2-(morpholin-4-yl)pyridin-4-yl]ethyl]propionamide OC[C@H](C1=CC(=NC=C1)N1CCOCC1)NC(CC)=O